C(#N)C1(CC(CCC1)(C)C)C 1-cyano-1,3,3-trimethyl-cyclohexane